O=C1CCN(CC1)C=1C=C(C=CC1)C1CC(NC(C1)=O)=O 4-(3-(4-oxopiperidin-1-yl)phenyl)piperidine-2,6-dione